2-[(3R)-1-[(2R)-2-[4-(2-chloro-4-fluoro-phenyl)-2-oxo-chromen-7-yl]oxypropanoyl]-3-piperidyl]-N-methyl-acetamide ClC1=C(C=CC(=C1)F)C1=CC(OC2=CC(=CC=C12)O[C@@H](C(=O)N1C[C@H](CCC1)CC(=O)NC)C)=O